C1(=CC=CC=C1)C1=CC(N(C=N1)CC1CCN(CC1)C(=O)N1C(CNCC1)C1=CC=CC=C1)=O 6-Phenyl-3-((1-(2-phenylpiperazine-1-carbonyl)piperidin-4-yl)methyl)pyrimidin-4(3H)-one